3-(5-fluoro-1-methyl-6-(1-(((3R,4R)-3-methylpiperidin-4-yl)methyl)piperidin-4-yl)-1H-indazol-3-yl)piperidine-2,6-dione dihydrochloride Cl.Cl.FC=1C=C2C(=NN(C2=CC1C1CCN(CC1)C[C@H]1[C@H](CNCC1)C)C)C1C(NC(CC1)=O)=O